S1C=C(C=C1)C1=C2CNC(C2=CC=C1)=O 4-(thiophen-3-yl)isoindolin-1-one